C(C)OC(=O)[C@@H]1N(C[C@@H](C1)OCC)C(=O)OCC1=CC=CC=C1 (2R,4R)-1-(benzyloxycarbonyl)-4-ethoxypyrrolidine-2-carboxylic acid ethyl ester